COC1=CC=C(C=C1)C1=C(NC=2N(C1=O)N=C(C2)C2=CC=CC=C2)C 6-(4-Methoxyphenyl)-5-methyl-2-phenylpyrazolo[1,5-a]pyrimidin-7(4H)-one